methyl 2-((4-(2-(5-chloropyridin-2-yl)-2-methylbenzo[d][1,3]dioxolan-4-yl) piperidin-1-yl) methyl)-4-methoxy-1-(((S)-oxetan-2-yl) methyl)-1H-benzo[d]imidazole-6-carboxylate ClC=1C=CC(=NC1)C1(OC2=C(O1)C=CC=C2C2CCN(CC2)CC2=NC1=C(N2C[C@H]2OCC2)C=C(C=C1OC)C(=O)OC)C